C[Si](F)(C1=CC=CC=C1)C dimethyl-phenyl-fluorosilane